7-(4-amino-4-methylpiperidin-1-yl)-3-(4-tert-butylbenzyl)-3H-[1,2,3]triazolo[4,5-d]pyrimidin-5-amine NC1(CCN(CC1)C=1C2=C(N=C(N1)N)N(N=N2)CC2=CC=C(C=C2)C(C)(C)C)C